4-((2-phenoxyethyl)(4-(5,6,7,8-tetrahydro-1,8-naphthyridin-2-yl)butyl)amino)-2-(quinazolin-4-ylamino)butanoic acid O(C1=CC=CC=C1)CCN(CCC(C(=O)O)NC1=NC=NC2=CC=CC=C12)CCCCC1=NC=2NCCCC2C=C1